IC=C(C)I 1,2-diiodopropylene